FC1=C(C=CC(=C1)[N+](=O)[O-])N1CCN(CC1)C=1C=CC(=NC1)N1CCC(CC1)C#N 1-(5-(4-(2-fluoro-4-nitrophenyl)piperazin-1-yl)pyridin-2-yl)piperidine-4-carbonitrile